CC=CC(=O)SCCNC(CCNC([C@@H](C(COP(OP(OC[C@@H]1[C@H]([C@H]([C@@H](O1)N1C=NC=2C(N)=NC=NC12)O)OP(=O)(O)O)(=O)O)(=O)O)(C)C)O)=O)=O methyl-acrylyl-CoA